2-((5-(6-((4-cyanobenzyl)oxy)pyridin-2-yl)hexahydropyrrolo[3,4-c]pyrrol-2(1H)-yl)methyl)-1-(((S)-oxetan-2-yl)methyl)-1H-benzo[d]imidazole-6-carboxylic acid C(#N)C1=CC=C(COC2=CC=CC(=N2)N2CC3C(C2)CN(C3)CC3=NC2=C(N3C[C@H]3OCC3)C=C(C=C2)C(=O)O)C=C1